titanium(III) methanesulfonate tert-butyl-(1S,3aR,6aS)-1-((3-chloro-2-fluorophenyl)carbamoyl)hexahydrocyclopenta[c]pyrrole-2(1H)-carboxylate C(C)(C)(C)OC(=O)N1[C@@H]([C@@H]2[C@H](C1)CCC2)C(NC2=C(C(=CC=C2)Cl)F)=O.CS(=O)(=O)[O-].[Ti+3].CS(=O)(=O)[O-].CS(=O)(=O)[O-]